2-(1-benzyl-4-(6-methylpyridin-2-yl)-1H-1,2,3-triazol-5-yl)-7-(piperazin-1-yl)-1,5-naphthyridine C(C1=CC=CC=C1)N1N=NC(=C1C1=NC2=CC(=CN=C2C=C1)N1CCNCC1)C1=NC(=CC=C1)C